4'-Cyclopropyl-5,6'-dimethoxy-4-(4-(1-methyl-4-(trifluoromethyl)-1H-imidazol-2-yl)phenethyl)-2,5'-bipyrimidine C1(CC1)C1=NC=NC(=C1C1=NC=C(C(=N1)CCC1=CC=C(C=C1)C=1N(C=C(N1)C(F)(F)F)C)OC)OC